OCC1=C(C(=CC=C1)COC1OCCCC1)/C=C/C(=O)OC Methyl (2E)-3-[2-(hydroxymethyl)-6-[(oxan-2-yloxy)methyl]phenyl]prop-2-enoate